lead scandium tantalum scandium [Sc].[Ta].[Sc].[Pb]